CC(CS)C(CC)C 2,3-dimethylpentyl mercaptan